C(C)C(C(=[O+][O-])[O-])CCCC (2-ethyl hexanoate) oxide